FC(C(C)(O[Si](CC)(CC)CC)C)(F)C=1C(=C(C=CC1)[C@@H](C)N)F (1R)-1-(3-{1,1-Difluoro-2-methyl-2-[(triethylsilyl)oxy]propyl}-2-fluorophenyl)ethanamin